ethyl (E)-3-(3-(tert-butoxy)-3-oxoprop-1-en-1-yl)-1-((2-(trimethylsilyl) ethoxy) methyl)-1H-pyrazole-5-carboxylate C(C)(C)(C)OC(/C=C/C1=NN(C(=C1)C(=O)OCC)COCC[Si](C)(C)C)=O